ClC=1C=C2C(=CC(=NC2=CC1)C(F)(F)F)N[C@@H]1C[C@@H](CCC1)NC(=O)C1=CC(=NN1CC)C(F)(F)F N-[(1R,3S)-3-{[6-chloro-2-(trifluoromethyl)quinolin-4-yl]amino}cyclohexyl]-1-ethyl-3-(trifluoromethyl)-1H-pyrazole-5-carboxamide